N1C(C=CC=2CNCCC12)=O 5,6,7,8-tetrahydro-1,6-naphthyridine-2(1H)-one